perfluoro-t-butanesulfonic acid potassium salt [K+].FC(C(C(F)(F)F)(C(F)(F)F)S(=O)(=O)[O-])(F)F